FC(=O)O.FC(=O)O perfluorocarboxylic acid, perfluorocarboxylic acid salt